6-tert-butyl-4-hydroxybenzoic acid C(C)(C)(C)C1=CC(=CC=C1C(=O)O)O